1-(2-(3-fluoro-5-(trifluoromethyl)benzyl)pyridin-4-yl)-5-(2-methoxyethyl)-1,5,6,7-tetrahydro-4H-pyrazolo[4,3-c]pyridin-4-one FC=1C=C(CC2=NC=CC(=C2)N2N=CC=3C(N(CCC32)CCOC)=O)C=C(C1)C(F)(F)F